C(C=C)C(CC=C)(O)[C@@H]1N(C(OC1)(C)C)C(=O)OC(C)(C)C tert-butyl (4R)-4-(1-allyl-1-hydroxy-but-3-enyl)-2,2-dimethyl-oxazolidine-3-carboxylate